C(C)(C)(C)ON=O.C(C)(=O)N acetamide tert-Butyl-nitrite